3-(trifluoromethyl)-8,9-dihydropyrido[3',2':4,5]pyrrolo[1,2-a]pyrazin-6(7H)-one FC(C1=CC=2C=C3N(CCNC3=O)C2N=C1)(F)F